FC(C(=O)O)(F)F.N[C@@]12CN(C[C@H]2C1)S(=O)(=O)NC(C1=C(C=C(C(=C1)Cl)OCC1CCCC1)F)=O N-(((1S,5R)-1-amino-3-azabicyclo[3.1.0]hexan-3-yl)sulfonyl)-5-chloro-4-(cyclopentyl-methoxy)-2-fluorobenzamide 2,2,2-trifluoroacetate